[Na].C1CCC2=C(C=3CCCC3C=C12)NC(NS(N(C1COCCC1)C=1C=NN(C1)C)(=O)=O)=O 3-(1,2,3,5,6,7-hexahydro-s-indacen-4-yl)-1-[(1-methyl-1H-pyrazol-4-yl)(oxan-3-yl)sulfamoyl]urea sodium salt